7-{[(3S)-3-methylpiperidin-1-yl]methyl}-2H-furo[3,2-b]pyridine-5-carboxamide C[C@@H]1CN(CCC1)CC1=C2C(=NC(=C1)C(=O)N)CCO2